Pyrrolo[1,2-d][1,2,4]triazinone C1(C=2N(C=NN1)C=CC2)=O